CC=1C=CC2=C(N=C(O2)C=2C(=C(C=CC2)NC(C)=O)C2=CC3=C(OCO3)C=C2)C1 N-(3-(5-methylbenzo[d]oxazol-2-yl)-2-(benzo[d][1,3]dioxol-5-yl)-phenyl)acetamide